N-(5-(cyclobutanecarbonyl)-6-((3'-fluoro-[1,1'-biphenyl]-3-yl)methyl)-5-azaspiro[2.4]heptan-7-yl)ethanesulfonamide C1(CCC1)C(=O)N1CC2(CC2)C(C1CC=1C=C(C=CC1)C1=CC(=CC=C1)F)NS(=O)(=O)CC